1-((1R*,5S*)-9-(4-(chloro)phenyl)-4-oxa-1,3-diazabicyclo[3.3.1]non-6-en-3-yl)-2-(thiophen-2-yl)ethan-1-one ClC1=CC=C(C=C1)C1N2CN(O[C@H]1C=CC2)C(CC=2SC=CC2)=O |o1:12|